ClC1=C(N=C(N1C1=NC=C(C=C1OC(F)F)CC(C(F)(F)F)C(F)(F)F)CC)C(=O)OC(C)(C)C tert-Butyl 5-chloro-1-(3-(difluoromethoxy)-5-(3,3,3-trifluoro-2-(trifluoromethyl)propyl)pyridin-2-yl)-2-ethyl-1H-imidazole-4-carboxylate